1,4-bis(3-carboxy-4-hydroxyphenylethenyl)-benzene C(=O)(O)C=1C=C(C=CC1O)C=CC1=CC=C(C=C1)C=CC1=CC(=C(C=C1)O)C(=O)O